2-chloro-N-(5-cyano-6-(2H-1,2,3-triazol-2-yl)pyridin-3-yl)-8,8-dimethyl-7,8-dihydro-6H-cyclopenta[e]pyrazolo[1,5-a]pyrimidine-6-carboxamide ClC1=NN2C(N=CC3=C2C(CC3C(=O)NC=3C=NC(=C(C3)C#N)N3N=CC=N3)(C)C)=C1